N-((3S,4S)-3-((8-(cyclopropylamino)-6-(2,6-dichloro-3,5-dimethoxyphenyl)pyrido[3,4-d]pyrimidin-2-yl)amino)tetra-hydro-2H-pyran-4-yl)acrylamide C1(CC1)NC1=NC(=CC2=C1N=C(N=C2)N[C@@H]2COCC[C@@H]2NC(C=C)=O)C2=C(C(=CC(=C2Cl)OC)OC)Cl